C(C)(C)(C)OC(=O)N1CCN(CC1)C1=NC=C(C(=O)O)C=C1NS(=O)(=O)CC1=CC=CC=C1 6-(4-(tert-butoxycarbonyl)piperazin-1-yl)-5-((phenylmethyl)sulfonamido)nicotinic acid